4-methoxy-3-nitrophenyl-4,4,5,5-tetramethyl-1,3,2-dioxaborolane COC1=C(C=C(C=C1)B1OC(C(O1)(C)C)(C)C)[N+](=O)[O-]